2-(2,6-dioxopiperidin-3-yl)-5-(methyl((1S,2R)-2-(((1-(trifluoromethyl)cyclopropyl)methyl)amino)cyclohexyl)amino)isoindoline-1,3-dione O=C1NC(CCC1N1C(C2=CC=C(C=C2C1=O)N([C@@H]1[C@@H](CCCC1)NCC1(CC1)C(F)(F)F)C)=O)=O